C1(=CC=CC=C1)CCOC1=CC(=C(C(=O)NC=2C=C(C=CC2C(F)(F)F)[C@@H]2[C@@H](C2)C(=O)O)C=C1)C(F)(F)F (1R,2S)-2-[3-{[4-(2-phenylethoxy)-2-(trifluoromethyl)benzoyl]amino}-4-(trifluoromethyl)phenyl]cyclopropanecarboxylic acid